tert-butyl (S)-4-(chlorocarbonyl)-3-methylpiperazine-1-carboxylate ClC(=O)N1[C@H](CN(CC1)C(=O)OC(C)(C)C)C